ClC1=CC2=C(C=N1)C(NN2C2=C(C(=CC=C2)C2=NN(C=N2)C)OC)=O 6-chloro-1-(2-methoxy-3-(1-methyl-1H-1,2,4-triazol-3-yl)phenyl)-1,2-dihydro-3H-pyrazolo[4,3-c]pyridin-3-one